(R)-(5-(5-(3-ethylpiperidine-1-carbonyl)-1H-pyrrolo[2,3-B]pyridin-1-yl) pyridin-3-yl) carbamate C(N)(OC=1C=NC=C(C1)N1C=CC=2C1=NC=C(C2)C(=O)N2C[C@@H](CCC2)CC)=O